5-(4-amino-2,6-dichlorophenoxy)-1-(4-fluorobenzyl)pyrimidin-2(1H)-one NC1=CC(=C(OC=2C=NC(N(C2)CC2=CC=C(C=C2)F)=O)C(=C1)Cl)Cl